5-(4-((7-ethyl-6-oxo-5,6-dihydro-1,5-naphthyridin-3-yl)methyl)-2-oxo-1,4-diazepan-1-yl)-N,6-dimethylpicolinamide C(C)C=1C(NC=2C=C(C=NC2C1)CN1CC(N(CCC1)C=1C=CC(=NC1C)C(=O)NC)=O)=O